1-(5-((4-(4-cyano-2-fluorophenyl)piperazin-1-yl)methyl)pyridin-2-yl)-3-ethylurea C(#N)C1=CC(=C(C=C1)N1CCN(CC1)CC=1C=CC(=NC1)NC(=O)NCC)F